C(C)OP(=O)(OCC)C(C=1C(=CC2=C(C=C(S2)C(=O)OCC)C1)F)(F)F ethyl 5-((diethoxyphosphoryl) difluoromethyl)-6-fluoro-1-benzothiophene-2-carboxylate